C(=O)C1=CC=C(C=C1)C=1N=C(C2=C(N1)SC=C2)C2=CC=C(C=C2)C=O 2,4-Bis(4-formylphenyl)thieno[2,3-d]pyrimidine